Calcium Succinat tert-butyl-((R)-1-(7-chloro-8-fluoro-2-(((2S,4R)-4-fluoro-1-methylpyrrolidin-2-yl)methoxy)pyrido[4,3-d]pyrimidin-4-yl)-3-methylpiperidin-3-yl)carbamate C(C)(C)(C)N(C([O-])=O)[C@]1(CN(CCC1)C=1C2=C(N=C(N1)OC[C@H]1N(C[C@@H](C1)F)C)C(=C(N=C2)Cl)F)C.C(CCC(=O)O)(=O)[O-].[Ca+2]